2,3-dihydropyridinedicarboxylic acid N=1C(C(C=CC1)C(=O)O)C(=O)O